FC(OC=1C=C(C=NC1OC)C1=CC=2N(C=C1)N=C(C2)NC(=O)NC[C@H](CO)F)F (R)-1-(5-(5-(difluoromethoxy)-6-methoxypyridin-3-yl)pyrazolo[1,5-A]pyridin-2-yl)-3-(2-fluoro-3-hydroxypropyl)urea